N-(3,4-dichlorophenyl)-3-((dimethylamino)methyl)-4-hydroxy-4-(3-methoxyphenyl)piperidine-1-carboxamide hydrochloride Cl.ClC=1C=C(C=CC1Cl)NC(=O)N1CC(C(CC1)(C1=CC(=CC=C1)OC)O)CN(C)C